C(C1=CC=CC=C1)[C@@H]1N(C(OC1)=O)C([C@@H](CC1=NC2=C(N1C)C=C(C=C2)Br)[C@@H]2CN(CC2)C(=O)OC(C)(C)C)=O Tert-butyl (R)-3-((S)-1-((S)-4-benzyl-2-oxooxazolidin-3-yl)-3-(6-bromo-1-methyl-1H-benzo[d]imidazol-2-yl)-1-oxopropan-2-yl)pyrrolidine-1-carboxylate